tert-Butyl (4-(4-amino-7-(1-(2-(methylsulfonyl)ethyl)-1H-pyrazol-4-yl)pyrrolo[2,1-F][1,2,4]triazin-5-yl)-2-methoxyphenyl)carbamate NC1=NC=NN2C1=C(C=C2C=2C=NN(C2)CCS(=O)(=O)C)C2=CC(=C(C=C2)NC(OC(C)(C)C)=O)OC